(4-isopropylphenyl)(p-tolyl)iodonium (2,2',3,3',5,5',6,6'-octafluoro-4''-vinyl-[1,1':4',1''-terphenyl]-4-yl)tris(2,3,5,6-tetrafluoro-4-(trifluoromethyl)phenyl)borate FC1=C(C(=C(C(=C1F)[B-](C1=C(C(=C(C(=C1F)F)C(F)(F)F)F)F)(C1=C(C(=C(C(=C1F)F)C(F)(F)F)F)F)C1=C(C(=C(C(=C1F)F)C(F)(F)F)F)F)F)F)C1=C(C(=C(C(=C1F)F)C1=CC=C(C=C1)C=C)F)F.C(C)(C)C1=CC=C(C=C1)[I+]C1=CC=C(C=C1)C